C(#N)C1CN(C1)S(=O)(=O)C=1C=C(C=CC1)C(=O)N1C(CCCC1)C(=O)N 1-((3-((3-cyano-1-azetidinyl)sulfonyl)phenyl)carbonyl)-2-piperidinecarboxamide